C=1(C(=CC=CC1O)C(=O)[O-])C.[N+](=O)([O-])[NH3+] nitroammonium cresolate